BrC=1C(N(C(=CC1OC(C)C1=NC=C(C=C1F)F)C)C1=C(C(=NC=C1C)[Sn](C)(C)C)F)=O 3-bromo-4-(1-(3,5-difluoropyridin-2-yl)ethoxy)-3'-fluoro-5',6-dimethyl-2'-(trimethylstannyl)-2H-[1,4'-bipyridin]-2-one